[1,1'-biphenyl]-3-carboxylic acid tert-butyl ester C(C)(C)(C)OC(=O)C=1C=C(C=CC1)C1=CC=CC=C1